C1(=CC=CC=C1)C(C)NC(=S)NC(C)CC 1-(1-phenylethyl)-3-sec-butyl-thiourea